ClC1=C(C=C(C=C1)[C@H](C)N1CCN(CC1)C(=O)N1N=C(C=C1)NS(=O)(=O)C)N1CCC(CC1)F (S)-N-(1-(4-(1-(4-chloro-3-(4-fluoropiperidin-1-yl)phenyl)ethyl)piperazine-1-carbonyl)-1H-pyrazol-3-yl)methanesulfonamide